1,1-dimethyl-3-hydroxybutyl hydroperoxide CC(CC(C)O)(C)OO